ClC1=NC=C(C(=N1)NC1=CC(=C(C=C1)Cl)OC)CC 2-Chloro-5-ethyl-N4-(3-methoxy-4-chlorophenyl)pyrimidin-4-amine